4-methyl-N-(2-(prop-1-en-2-yl)phenyl)benzenesulfonamide CC1=CC=C(C=C1)S(=O)(=O)NC1=C(C=CC=C1)C(=C)C